2-methyl-6-(4'-(piperidin-1-yl)-[1,1'-biphenyl]-4-yl)-1H-benzo[d]imidazole-4-carboxylic acid CC1=NC2=C(N1)C=C(C=C2C(=O)O)C2=CC=C(C=C2)C2=CC=C(C=C2)N2CCCCC2